1-amino-2-(difluoromethyl)cyclopropane-1-carboxylic acid methyl ester hydrochloride Cl.COC(=O)C1(C(C1)C(F)F)N